N-(4-(chlorodifluoromethoxy)phenyl)-6-(4-(1-(2-(2,6-dioxopiperidin-3-yl)benzyl)piperidin-4-yl)piperazin-1-yl)-5-(1H-pyrazol-3-yl)nicotinamide ClC(OC1=CC=C(C=C1)NC(C1=CN=C(C(=C1)C1=NNC=C1)N1CCN(CC1)C1CCN(CC1)CC1=C(C=CC=C1)C1C(NC(CC1)=O)=O)=O)(F)F